1-(2,2-dimethyl-propylsulfanyl)-4-nitro-benzene CC(CSC1=CC=C(C=C1)[N+](=O)[O-])(C)C